O[C@H](CNC(=O)C1C(CCC(C1)C)C(C)C)C1=CC=CC=C1 N-((S)-2-hydroxy-2-phenylethyl)-2-isopropyl-5-methylcyclohexane-1-carboxamide